methoxymethyl 4-(benzyloxy)-6-(methoxymethoxy)-2,3-dimethylbenzoate C(C1=CC=CC=C1)OC1=C(C(=C(C(=O)OCOC)C(=C1)OCOC)C)C